FC(C(=O)O)(F)F.NCC1(CN(C1)C(=O)C1=CC=C(C(=C1NC1=C(C=C(C=C1)I)F)F)F)OC 6-{[3-(aminomethyl)-3-(methyloxy)azetidin-1-yl]carbonyl}-2,3-difluoro-N-(2-fluoro-4-iodophenyl)aniline trifluoroacetate salt